C(#N)C=1C=C(C=NC1C(=O)N1CCN(CC1)C)NC(=O)C=1C=NN(C1C(F)(F)F)C1=CN=CC2=CC=CC=C12 N-(5-cyano-6-(4-methylpiperazine-1-carbonyl)pyridin-3-yl)-1-(isoquinolin-4-yl)-5-(trifluoromethyl)-1H-pyrazole-4-carboxamide